FC([C@@H]1C[C@@H](NCC1)C1=C(CN2C(NC(C3=C2C=CN3)=O)=S)C=CC=C1)F |r| rac-1-(2-((2R,4S)-4-(Difluoromethyl)piperidin-2-yl)benzyl)-2-thioxo-1,2,3,5-tetrahydro-4H-pyrrolo[3,2-d]pyrimidin-4-one